ClC1=C(C=CC=C1C(=O)N1C[C@H]2CO[C@](CN2CC1)(O)C1=CC(=C(C=C1)F)F)C1=CN=C(N1)C#N 5-(2-chloro-3-((3R,9aS)-3-(3,4-difluorophenyl)-3-hydroxyoctahydropyrazino[2,1-c][1,4]oxazine-8-carbonyl)phenyl)-1H-imidazole-2-carbonitrile